C(CCCCCCC\C=C/C\C=C/CCCCC)OC(CCCCCCCCCCCCCC)=O pentadecanoic acid linoleyl ester